O=C1NC(CCC1N1C(C2=CC=CC(=C2C1=O)NCCCCCCNC([O-])=O)=O)=O [6-[[2-(2,6-dioxo-3-piperidyl)-1,3-dioxo-isoindolin-4-yl]amino]hexyl]carbamate